N-(4-(N,N-bis(4-methoxybenzyl)sulfamoyl)-1-isobutyl-1H-indazol-6-yl)-2-(2-chlorophenyl)acetamide COC1=CC=C(CN(S(=O)(=O)C2=C3C=NN(C3=CC(=C2)NC(CC2=C(C=CC=C2)Cl)=O)CC(C)C)CC2=CC=C(C=C2)OC)C=C1